7-Cyclopropyl-4-((cyclopropylmethyl)amino)-1-(pyrazin-2-yl)quinazolin-2(1H)-one C1(CC1)C1=CC=C2C(=NC(N(C2=C1)C1=NC=CN=C1)=O)NCC1CC1